(1S,2S)-2-fluoro-N-(3-{6-[(1S)-1-hydroxybutyl]-4-methylpyridin-3-yl}-2-methoxy-1,6-naphthyridin-7-yl)cyclopropane-1-carboxamide F[C@@H]1[C@@H](C1)C(=O)NC1=NC=C2C=C(C(=NC2=C1)OC)C=1C=NC(=CC1C)[C@H](CCC)O